neopentyl glycol dicaproate C(CCCCC)(=O)OCC(C)(COC(CCCCC)=O)C